N-5-methylisoxazolyl-3-formyl-O-methyl-L-seryl-S-methyl-L-cysteinyl-L-phenylalanyl-methyloxirane CC1=CC(=NO1)N[C@@H](C(OC)C=O)C(=O)N[C@@H](CSC)C(=O)N[C@@H](CC1=CC=CC=C1)C(=O)C1(OC1)C